CC(CC#CCCCCCCCC)O methyl-3-dodecyne-1-ol